3-(2-(Imidazo[1,2-b]pyridazin-6-ylthio)ethyl)-4-(naphthalen-1-ylsulfonyl)-3,4-dihydroquinoxalin-2(1H)-one N=1C=CN2N=C(C=CC21)SCCC2C(NC1=CC=CC=C1N2S(=O)(=O)C2=CC=CC1=CC=CC=C21)=O